FC=1C=C(C=NC1)C1=CC(=NC(=C1OC([2H])([2H])[2H])C)C1=NC(=NO1)C1=NC=C(C=C1)F 5-(5-fluoro-5'-(methoxy-d3)-6'-methyl-[3,4'-bipyridin]-2'-yl)-3-(5-fluoropyridin-2-yl)-1,2,4-oxadiazole